N5-(3-aminopyridin-4-yl)-N2,N2-dimethylpyridine-2,5-diamine NC=1C=NC=CC1NC=1C=CC(=NC1)N(C)C